(S)-1-(1-(6-fluoro-4-oxo-3,4-dihydrophthalazin-1-yl)ethyl)-3-(4-fluorophenyl)-1-methylurea FC=1C=C2C(NN=C(C2=CC1)[C@H](C)N(C(=O)NC1=CC=C(C=C1)F)C)=O